[NH4+].C(C1=CC=CC=C1)OC=1C=C2CC[C@H](CC2=C(C1N1S(NC(C1)=O)(=O)=O)F)N(C(OCC1=CC=CC=C1)=O)CCC1CCCC1 benzyl [(2R)-6-(benzyloxy)-8-fluoro-7-(1,1,4-trioxo-1λ6,2,5-thiadiazolidin-2-yl)-1,2,3,4-tetrahydronaphthalen-2-yl](2-cyclopentylethyl)carbamate, ammonium salt